3-fluoro-5-(1H-1,2,4-triazol-1-yl)benzoic acid FC=1C=C(C(=O)O)C=C(C1)N1N=CN=C1